2-({[4-(Dimethylamino)butanoyl]oxy}methyl)-3-[(3-propyldecanoyl)oxy]-2-{[(3-propyldecanoyl)oxy]methyl}propyl heptyl hexanedioate C(CCCCC(=O)OCCCCCCC)(=O)OCC(COC(CC(CCCCCCC)CCC)=O)(COC(CC(CCCCCCC)CCC)=O)COC(CCCN(C)C)=O